BrC1=C(C=CC=2C3=CC=CC=C3C(C12)=O)C 1-bromo-2-methyl-9H-fluorene-9-one